7-[1-(2,2-difluoroethyl)-3-methyl-1H-pyrazolo[3,4-b]pyrazin-6-yl]-2-[2-(trifluoromethyl)pyridin-4-yl]-2,7-diazaspiro[4.4]nonan-1-one FC(CN1N=C(C=2C1=NC(=CN2)N2CC1(CCN(C1=O)C1=CC(=NC=C1)C(F)(F)F)CC2)C)F